O=C1N(C(C2=CC=CC=C12)=O)CCC(C(C(=O)OCC)(F)F)O ethyl 5-(1,3-dioxoisoindolin-2-yl)-2,2-difluoro-3-hydroxypentanoate